C(C)(CC)C1C(NC2=C(CN1C(=O)NC1CN(C1)C)C=CC=C2)=O 3-(sec-butyl)-N-(1-methylazetidin-3-yl)-2-oxo-1,2,3,5-tetrahydro-4H-benzo[1,4]diazepine-4-carboxamide